O1[C@H](COCC1)CN1N=C2C3=C(CC(C2=C1)C)OC(=C3C(F)(F)F)C(=O)NCC3=CN=CS3 2-{[(2S)-1,4-dioxan-2-yl]methyl}-4-methyl-N-[(1,3-thiazol-5-yl)methyl]-8-(trifluoromethyl)-4,5-dihydro-2H-furo[2,3-g]indazole-7-carboxamide